C([O-])([O-])=O.[NH4+].[NH4+] AMMONIUM CARBONAT